3-(4-(3-((S)-1-(3-methoxy-4-nitrobenzoyl)piperidin-3-yl)prop-1-yn-1-yl)-1-oxoisoindolin-2-yl)piperidine-2,6-dione COC=1C=C(C(=O)N2C[C@@H](CCC2)CC#CC2=C3CN(C(C3=CC=C2)=O)C2C(NC(CC2)=O)=O)C=CC1[N+](=O)[O-]